2-[18F]fluoro-2-deoxy-mannose [18F][C@H](C=O)[C@@H](O)[C@H](O)[C@H](O)CO